8-fluoro-N-(1-((1R,2S)-2-fluorocyclopropyl)-2-oxo-1,2-dihydropyridin-3-yl)-7-isopropoxy-2-(1-methyl-2-oxabicyclo[2.1.1]hex-4-yl)imidazo[1,2-a]pyridine-6-carboxamide FC=1C=2N(C=C(C1OC(C)C)C(=O)NC=1C(N(C=CC1)[C@H]1[C@H](C1)F)=O)C=C(N2)C21COC(C2)(C1)C